2-Oxo-5-(trifluoromethyl)piperidine-1-carboxylic acid tert-butyl ester C(C)(C)(C)OC(=O)N1C(CCC(C1)C(F)(F)F)=O